(2R,3R)-2-((((9H-fluoren-9-yl)methoxy)carbonyl)(methyl)amino)-3-phenylbutanoic acid C1=CC=CC=2C3=CC=CC=C3C(C12)COC(=O)N([C@@H](C(=O)O)[C@H](C)C1=CC=CC=C1)C